2,3,4-tri-methyl-3-pentanol CC(C)C(C(C)C)(O)C